tert-butyl (2S,4S)-4-[(ethanesulfonyl)amino]-2-(hydroxymethyl)pyrrolidine-1-carboxylate C(C)S(=O)(=O)N[C@H]1C[C@H](N(C1)C(=O)OC(C)(C)C)CO